CN1C2CC(CC1CC2)NC=2C=CC1=C(N=C(S1)C#N)C2 5-[(8-Methyl-8-azabicyclo[3.2.1]octan-3-yl)amino]-1,3-benzothiazole-2-carbonitrile